N-[3-(6-ethynyl-1,3-benzothiazol-2-yl)-1-bicyclo[1.1.1]pentanyl]-5-(1-methylsulfonylcyclopropyl)furan-2-carboxamide C(#C)C1=CC2=C(N=C(S2)C23CC(C2)(C3)NC(=O)C=3OC(=CC3)C3(CC3)S(=O)(=O)C)C=C1